N1(CC2(CCC1)OCC=1C2=NC=CC1)CC1=C(N=C(S1)NC(C)=O)F N-(5-((5H-Spiro[furo[3,4-b]pyridine-7,3'-piperidin]-1'-yl)methyl)-4-fluorothiazol-2-yl)acetamide